dithiodimaleimide C1(C(=CC(N1)=O)SSC=1C(=O)NC(C1)=O)=O